hexadecanoyl-(4-hexadecyl-methyl)pentanoic acid C(CCCCCCCCCCCCCCC)(=O)C(C(=O)O)(CCC)CC(CCC)CCCCCCCCCCCC